4-bromo-3-isopropyl-1-((2-(trimethylsilyl)ethoxy)methyl)-1H-pyrazole BrC=1C(=NN(C1)COCC[Si](C)(C)C)C(C)C